5-chloro-7-ethyl-1,3-dimethyl-3,4-dihydropyrido[2,3-d]pyrimidin ClC1=CC(=NC=2N(CN(CC21)C)C)CC